FC(OC1=CC=C(C=C1)C(C)N1C[C@@H](N(C[C@H]1C)C=1C2=C(N(C(N1)=O)C)C=CC(=N2)C#N)C)F 4-((2S,5R)-4-(1-(4-(difluoromethoxy)phenyl)ethyl)-2,5-dimethylpiperazin-1-yl)-1-methyl-2-oxo-1,2-dihydropyrido[3,2-d]pyrimidine-6-carbonitrile